C[SiH](O[Si](C1=CC=CC=C1)(O[SiH](C)C)O[SiH](C)C)C tris(dimethylsiloxy)phenylsilane